OC[C@H]1[C@@](CC[C@H]2C(CCC[C@]12C)(C)C)(O)C (1S,2R,4aS,8aS)-1-(hydroxymethyl)-2,5,5,8a-tetramethyldecahydronaphthalen-2-ol